(R)-2-amino-3-(3-indolyl)propionic acid N[C@@H](C(=O)O)CC1=CNC2=CC=CC=C12